CC=1C=NC(=NC1)N1N=CC(=C1C(F)(F)F)C(=O)O 1-(5-methylpyrimidin-2-yl)-5-(trifluoromethyl)-1H-pyrazole-4-carboxylic acid